4-Methyl-1,2-oxathiolane 2,2-dioxide CC1CS(OC1)(=O)=O